(E)-(4-amino-3,5-difluorophenyl)(1-(2-ethoxyvinyl)-8-(6-methoxy-2-(methoxymethyl)-1-methyl-4-(methylamino)-1H-benzo[d]imidazol-5-yl)indolizin-3-yl)methanone NC1=C(C=C(C=C1F)C(=O)C1=CC(=C2C(=CC=CN12)C1=C(C2=C(N(C(=N2)COC)C)C=C1OC)NC)\C=C\OCC)F